N-[[6-[3-[(4-methylpiperazin-1-yl)methyl]benzoyl]-6-azaspiro[2.5]octan-2-yl]methyl]furo[2,3-c]pyridine-2-carboxamide CN1CCN(CC1)CC=1C=C(C(=O)N2CCC3(C(C3)CNC(=O)C3=CC=4C(=CN=CC4)O3)CC2)C=CC1